oxane-4-carboxylate O1CCC(CC1)C(=O)[O-]